COC1=CC=C(C=C1)N1N=C(NC1=O)[C@@H]1CN(CCC1)CC1=CC=C(C=C1)C(F)(F)F (s)-2-(4-methoxyphenyl)-5-(1-(4-(trifluoromethyl)benzyl)piperidin-3-yl)-2,4-dihydro-3H-1,2,4-triazol-3-one